tert-Butyl 3-(7-bromo-6-chloro-1-oxo-2H-isoquinolin-3-yl)pyrrolidine-1-carboxylate BrC1=C(C=C2C=C(NC(C2=C1)=O)C1CN(CC1)C(=O)OC(C)(C)C)Cl